ClC(=O)N1C[C@@H](N(C[C@H]1C)C(=O)OC(C)(C)C)C tert-Butyl (2S,5R)-4-(Chlorocarbonyl)-2,5-dimethylpiperazine-1-carboxylate